C(CCCCCCCCC)C(CCCCCCCCCCCCC(C)O)C 13-decyltetradecylethanol